1-[2-cyano-4-(trifluoromethyl)phenyl]-4-[6-(3-fluoro-2-methoxyphenyl)pyridin-3-yl]-N-[(3R)-1-methylpyrrolidin-3-yl]piperidine-4-carboxamide C(#N)C1=C(C=CC(=C1)C(F)(F)F)N1CCC(CC1)(C(=O)N[C@H]1CN(CC1)C)C=1C=NC(=CC1)C1=C(C(=CC=C1)F)OC